BUTYLDI-1-ADAMANTYLPHOSPHINE C(CCC)P(C12CC3CC(CC(C1)C3)C2)C23CC1CC(CC(C2)C1)C3